3-(6-chloro-2-(1H-indazol-6-yl)-1H-benzo[d]imidazol-1-yl)-4,4-dimethylpentanoate ClC=1C=CC2=C(N(C(=N2)C2=CC=C3C=NNC3=C2)C(CC(=O)[O-])C(C)(C)C)C1